1,1-dibutyl-thiourea C(CCC)N(C(=S)N)CCCC